NC1=C(SC2=NC(=C(C=C21)F)OC)C(=O)O 3-amino-5-fluoro-6-methoxythieno[2,3-b]pyridine-2-carboxylic acid